4-((2-(Trifluoromethyl)pyrimidin-5-yl)methyl)piperidine-4-carbonitrile hydrochloride Cl.FC(C1=NC=C(C=N1)CC1(CCNCC1)C#N)(F)F